FC(C(=O)O)(F)F.COC1=NC=NC(=C1)O[C@H]1CN[C@H](C1)C 4-methoxy-6-[(3R,5S)-5-methylpyrrolidin-3-yl]oxy-pyrimidine trifluoroacetate